(2-isoxazol-4-yl-4-methoxy-pyrimidin-5-yl)-5-methyl-3-phenyl-isoxazole-4-carboxamide O1N=CC(=C1)C1=NC=C(C(=N1)OC)NC(=O)C=1C(=NOC1C)C1=CC=CC=C1